CNC(=O)C1(CCN(CC1)CCOC1=CC=CC=C1)C N,4-dimethyl-1-(2-phenoxyethyl)piperidine-4-carboxamide